6-((3aR,7aS)-1,3-dioxo-1,3,3a,4,7,7a-hexahydro-2H-4,7-methanoisoindol-2-yl)-N-(3-(((2R,3R,4S,5R,6R)-3,4,5-trihydroxy-6-(hydroxymethyl)tetrahydro-2H-pyran-2-yl)oxy)propyl)hexanamide O=C1N(C([C@@H]2C3C=CC([C@H]12)C3)=O)CCCCCC(=O)NCCCO[C@@H]3O[C@@H]([C@@H]([C@@H]([C@H]3O)O)O)CO